(2R)-benzyl 2-methyl-4-(2-(methylsulfinyl)-7-(naphthalen-1-yl)-5,6,7,8-tetrahydropyrido[3,4-d]pyrimidin-4-yl)piperazine-1-carboxylate C[C@H]1N(CCN(C1)C=1C2=C(N=C(N1)S(=O)C)CN(CC2)C2=CC=CC1=CC=CC=C21)C(=O)OCC2=CC=CC=C2